[Si](C)(C)(C(C)(C)C)O[C@@H]1CO[C@H]2[C@@H]1OC[C@H]2OC=2N(C=1C(=NC(=C(C1)Cl)I)N2)COCC[Si](C)(C)C 2-(((3R,3aR,6R,6aS)-6-((tert-butyldimethylsilyl)oxy)hexahydrofuro[3,2-b]furan-3-yl)oxy)-6-chloro-5-iodo-1-((2-(trimethylsilyl)ethoxy)methyl)-1H-imidazo[4,5-b]pyridine